1-(thiiran-2-ylmethoxy)-2,2-bis(thiirane-2-ylmethoxymethyl)propane S1C(C1)COCC(C)(COCC1SC1)COCC1SC1